N-[1-[[4-[(2,6-dioxo-3-piperidyl)amino]phenyl]methyl]-4-piperidyl]-N-methyl-carbamic acid tert-butyl ester C(C)(C)(C)OC(N(C)C1CCN(CC1)CC1=CC=C(C=C1)NC1C(NC(CC1)=O)=O)=O